FC1(CC(C1)CNC(C1=CC=C(C=C1)C#CC1=C(C=CC=C1)F)=O)F N-((3,3-difluorocyclobutyl)methyl)-4-((2-fluorophenyl)ethynyl)benzamide